1-(2-fluoro-3-iodopropyl)-2-methoxybenzene FC(CC1=C(C=CC=C1)OC)CI